N-(4-(4-amino-7-(hydroxymethyl)-5-(4-((6-methylpyridin-2-yl)oxy)phenyl)pyrrolo[2,1-f][1,2,4]triazin-6-yl)phenyl)methacrylamide NC1=NC=NN2C1=C(C(=C2CO)C2=CC=C(C=C2)NC(C(=C)C)=O)C2=CC=C(C=C2)OC2=NC(=CC=C2)C